ethyl 3-(2,5-dichlorothiophen-3-yl)propanoate ClC=1SC(=CC1CCC(=O)OCC)Cl